ClC1=C(C=CC=C1Cl)S(=O)(=O)NC1=CC=C2C3(C(NC2=C1)=O)CCC3 2,3-dichloro-N-(2'-oxospiro[cyclobutane-1,3'-indoline]-6'-yl)benzenesulfonamide